OCCNC(=O)C1=NC=CC=C1 N-(2-hydroxyethyl)pyridinecarboxamide